5-Chloro-4-tert-butyl-3-ethyl-2-hydroxybenzaldehyde ClC=1C(=C(C(=C(C=O)C1)O)CC)C(C)(C)C